O[C@]12C([C@H]3[C@H]4[C@@H]5CC[C@H]([C@@H](CCCC(C)C)C)[C@]5(CC[C@@H]4[C@]2(CCCC1)CO3)C)=O 7β,19-Epoxy-5a-hydroxy-cholestan-6-on